C(C)(C)(C)OC(=O)N1CCC(CC1)N(C)C=1C2=C(N=C(N1)Cl)C(=C(N=C2)Cl)F 4-((2,7-dichloro-8-fluoropyrido[4,3-d]pyrimidin-4-yl)(methyl)amino)piperidine-1-carboxylic acid tert-butyl ester